C1([C@H](O)[C@@H](O)[C@@H](O)[C@H](O1)CO)C=1C(=C(C=CC1)O)[N+](=O)[O-] galactosyl-o-nitrophenol